ClC1=CC2=C(N(C(C3=C(N2CCCNC/C=C/C(=O)OCC)C=CC=C3)=O)CCCO)C=C1 ethyl (E)-4-({3-[7-chloro-10-(3-hydroxypropyl)-11-oxo-10,11-dihydro-5H-dibenzo[b,e][1,4]diazepin-5-yl]propyl}amino)but-2-enoate